ClC1=C(C=CC=C1C1=C(C(=NC=C1)C1=CC=C2C(=CN(C2=C1)C)CNCC)Cl)C1=CC=C(C(=N1)OC)CNC[C@H]1CCC(N1)=O (R)-5-((((6-(2-chloro-3-(3-chloro-2-(3-((ethylamino)methyl)-1-methyl-1H-indol-6-yl)pyridin-4-yl)phenyl)-2-methoxypyridin-3-yl)methyl)amino)methyl)pyrrolidin-2-one